C(C)N(CCC=1SC(=C(N1)C(F)(F)F)C(=O)NC(C)C1=CC(=CC=C1)C(F)(F)F)CC1=CC=NC=C1 2-[2-[ethyl(4-pyridinylmethyl)amino]ethyl]-4-(trifluoromethyl)-N-[1-[3-(trifluoromethyl)phenyl]ethyl]-5-thiazolecarboxamide